C1(CC1)[C@H](CP(OCC)(=O)C)C1=CC(=NC=C1)O ethyl ((S)-2-cyclopropyl-2-(2-hydroxypyridin-4-yl)ethyl)(methyl)phosphinate